(9Z,11E,13E)-octadecane-9,11,13-trienoic acid C(CCCCCCC\C=C/C=C/C=C/CCCC)(=O)O